CC=1N=NC=C(C1[C@@H](C)OC=1C=C2C(=NNC2=CC1OC)C=1C=CC(=NC1)N1CC2N(C(C1)C2)CC)C 3-(5-(5-((R)-1-(3,5-dimethylpyridazin-4-yl)ethoxy)-6-methoxy-1H-indazol-3-yl)pyridin-2-yl)-6-ethyl-3,6-diazabicyclo[3.1.1]heptane